4-[6-[6-(2,2-Difluoroethoxy)-4-fluoro-2-pyridyl]-5-methyl-7,8-dihydro-5H-pyrido[4,3-d]pyrimidin-2-yl]thiazole FC(COC1=CC(=CC(=N1)N1C(C2=C(N=C(N=C2)C=2N=CSC2)CC1)C)F)F